(S)-3-(3-((2-(Cycloheptylmethyl)-1H-imidazol-1-yl)methyl)-4-methylphenyl)-3-(1,4-dimethyl-1H-benzo[d][1,2,3]triazol-5-yl)-2,2-dimethylpropanoic acid C1(CCCCCC1)CC=1N(C=CN1)CC=1C=C(C=CC1C)[C@H](C(C(=O)O)(C)C)C1=C(C2=C(N(N=N2)C)C=C1)C